2-bromo-N'-(3-methylphenyl)benzoyl-hydrazine BrC1=C(C(=O)NNC2=CC(=CC=C2)C)C=CC=C1